OCC1=CC(=C(CN2C(N(CCC2)C2=CC(=C(C=C2)OC)OCCCCC)=O)C=C1)OC 1-(4-(hydroxymethyl)-2-methoxybenzyl)-3-(4-methoxy-3-(pentyloxy)phenyl)tetrahydropyrimidin-2(1H)-one